methyl 7-(3,5-difluoropyridin-2-yl)-2-methyl-10-((methylsulfinyl) methyl)-3-oxo-3,4,6,7-tetrahydro-2H-2,4,7-triazadibenzo[cd,f]azulene-9-carboxylate FC=1C(=NC=C(C1)F)N1C2=C(C=3C4=C(NC=C4C1)C(N(C3)C)=O)C=C(C(=C2)C(=O)OC)CS(=O)C